[(2R,3S,11bR)-9,10-dimethoxy-3-(2-methylpropyl)-1H,2H,3H,4H,6H,7H,11bH-pyrido[2,1-a]isoquinolin-2-yl]methyl (3S)-1-benzylpyrrolidine-3-carboxylate C(C1=CC=CC=C1)N1C[C@H](CC1)C(=O)OC[C@@H]1C[C@H]2N(CCC3=CC(=C(C=C23)OC)OC)C[C@H]1CC(C)C